[(2R,3S,4R,5R)-3,4-dihydroxy-5-[6-[(3-sulfamoylphenyl)-methylamino]purin-9-yl]tetrahydrofuran-2-yl]methoxymethyl-phosphonic acid O[C@@H]1[C@H](O[C@H]([C@@H]1O)N1C2=NC=NC(=C2N=C1)N(C)C1=CC(=CC=C1)S(N)(=O)=O)COCP(O)(O)=O